13-cis-docosen-1-ol C(=CCCCCCCCCCCCCCCCCCCCC)O